N-[5-(2,2-difluoroethoxy)-4,6-dimethoxy-pyrimidin-2-yl]-7-(3-methylpyrazin-2-yl)-1H-indole-3-sulfonamide FC(COC=1C(=NC(=NC1OC)NS(=O)(=O)C1=CNC2=C(C=CC=C12)C1=NC=CN=C1C)OC)F